CC=1C=C(CNC(C=C)=O)C=C(C1O)C N-(3,5-dimethyl-4-hydroxybenzyl)acrylamide